C(CCC)[N+](CC)(CC)CC N-butyl-triethylammonium